6-(4-(5-chloro-2-fluorophenyl)-1-(2,2-difluoroethyl)-1H-imidazol-5-yl)imidazo[1,2-a]pyridine ClC=1C=CC(=C(C1)C=1N=CN(C1C=1C=CC=2N(C1)C=CN2)CC(F)F)F